C(C)(C)(C)C1=NN(C=2N(C(C[C@@H](C21)C2=CC=CC=C2)=O)C2=CC=CC=C2)C2=CC=CC=C2 (R)-3-(tert-butyl)-1,4-diphenyl-mono-phenyl-1,4,5,7-tetrahydro-6H-pyrazolo[3,4-b]pyridin-6-one